[Br-].C(CCCCCCCCCCCCCCC)(=O)N[C@@H](CO)[C@H](O)\C=C\CCCCCCCCCCCCC N-hexadecanoyl-sphingosine bromide